C(C)NCC1=CC=C(C=C1)C(F)(F)F ethyl-{[4-(trifluoromethyl)phenyl]methyl}amine